CC1(N(CC2=C1N=C(N=C2N2[C@@H](COCC2)C)C2=C1C=CNC1=NC=C2)S(=O)(=O)C)C (R)-7,7-dimethyl-2-(1H-7-azaindol-4-yl)-6-methanesulfonyl-4-(3-methylmorpholin-4-yl)-6,7-dihydro-5H-pyrrolo[3,4-d]pyrimidine